dicyclohexyl-[3-(2,4,6-triisopropylphenyl)phenyl]phosphane tert-Butyl-N-[[2-[[2-(2-ethyl-3,5-difluoro-phenoxy)acetyl]-[(2-fluoro-4-sulfamoyl-phenyl)methyl]amino]acetyl]amino]carbamate C(C)(C)(C)OC(NNC(CN(CC1=C(C=C(C=C1)S(N)(=O)=O)F)C(COC1=C(C(=CC(=C1)F)F)CC)=O)=O)=O.C1(CCCCC1)P(C1=CC(=CC=C1)C1=C(C=C(C=C1C(C)C)C(C)C)C(C)C)C1CCCCC1